tert-butyl 3-[4-[(6-chloro-5-methyl-3-nitro-2-pyridyl)amino]phenyl]azetidine-1-carboxylate ClC1=C(C=C(C(=N1)NC1=CC=C(C=C1)C1CN(C1)C(=O)OC(C)(C)C)[N+](=O)[O-])C